O1CCC2=C1C=C(C=C2)[C@H](C)NC=2N=CN(CN2)C(C)C (S)-6-((1-(2,3-Dihydrobenzofuran-6-yl)ethyl)amino)-3-isopropyl-1,3,5-triazine